2-[(E)-3-[1-(2,6-dioxo-3-piperidyl)-3-methyl-2-oxo-benzimidazol-5-yl]allyloxyl ethoxy]acetate O=C1NC(CCC1N1C(N(C2=C1C=CC(=C2)/C=C/COCCOCC(=O)[O-])C)=O)=O